C(C)C1=CC=C(C=C1)C=1C=C2C(=CC(=NC2=CC1)N(CC(=O)O)C)C1=CC=CC=C1 N-(6-(4-ethylphenyl)-4-phenylquinolin-2-yl)-N-methyl-glycine